C(#N)C=1C=CC(=NC1)N1CCN(CC1)CC=1N=C(SC1)NC(C(CC)=O)=O N-(4-((4-(5-cyanopyridin-2-yl)piperazin-1-yl)methyl)thiazol-2-yl)-2-oxobutanamide